C(CCC)C1=NC2(C(N1CC1=C3COCC3=C(C=C1)B1OC(C(O1)(C)C)(C)C)=O)CCCC2 2-butyl-3-((7-(4,4,5,5-tetramethyl-1,3,2-dioxaborolan-2-yl)-1,3-dihydroisobenzofuran-4-yl)methyl)-1,3-diazaspiro[4.4]non-1-en-4-one